4-bromo-N-(5-bromo-4-methoxy-pyridin-2-yl)-3-fluoro-benzamide BrC1=C(C=C(C(=O)NC2=NC=C(C(=C2)OC)Br)C=C1)F